6-bromo-7-hydrazinyl-2-methyl-3H,4H-pyrido[2,3-d]pyrimidin-4-one BrC1=CC2=C(N=C(NC2=O)C)N=C1NN